diaminomethylphosphonate NC(N)P([O-])([O-])=O